ethyl (S)-2-(2-(3-(((tert-butyldimethylsilyl)oxy)methyl)morpholine-4-carbonyl)-phenyl)acetate [Si](C)(C)(C(C)(C)C)OC[C@H]1N(CCOC1)C(=O)C1=C(C=CC=C1)CC(=O)OCC